4-(4-(3,3-dimethyl-5-(1-methyl-1H-pyrazol-4-yl)-1H,2H,3H-pyrrolo[3,2-b]pyridine-1-yl)-1,3,5-triazin-2-yl)-N1-(2-(dimethylamino)ethyl)-5-methoxy-N1-methylbenzene-1,2,4-Triamine CC1(CN(C=2C1=NC(=CC2)C=2C=NN(C2)C)C2=NC(=NC=N2)C2(CC(=C(C=C2OC)N(C)CCN(C)C)N)N)C